2,4,6-tripropyl-1,3,5,2λ{5},4λ{5},6λ{5}-trioxatriphospha-cyclohexane 2,4,6-trioxide C(CC)P1(OP(OP(O1)(CCC)=O)(CCC)=O)=O